NC=1C=2N(C3=CC(=CC=C3N1)C(=O)N1[C@@H]3[C@H](C[C@@H](C1)F)OC1=C3C=CC(=C1)C(F)(F)F)C=NC2 (4-aminoimidazo[1,5-a]quinoxalin-8-yl)((3S,4aS,9bS)-3-fluoro-7-(trifluoromethyl)-3,4,4a,9b-tetrahydrobenzofuro[3,2-b]pyridin-1(2H)-yl)methanone